ClC=1C=C(C=CC1F)NC(=O)C1=C(N=CN1C)C1CC2CC(CC2C1)(C=1C(=NN(C1)C)C(C)(C)O)O N-(3-Chloro-4-fluorophenyl)-4-(5-hydroxy-5-(3-(2-hydroxypropan-2-yl)-1-methyl-1H-pyrazol-4-yl)octahydropentalen-2-yl)-1-methyl-1H-imidazole-5-carboxamide